1-(dimethoxymethyl)pyrrolidine COC(N1CCCC1)OC